N1=C(C=CC=C1)NCCCCC(=O)NCC(=O)NCCC(=O)O 3-(2-(5-(pyridin-2-ylamino)pentanoylamino)acetylamino)propanoic acid